ClC1=C(C=CC=C1Cl)N1C(=NC(=C(C1=O)C)N1CCC2(CC1)OC1=C([C@H]2N[S@](=O)C(C)(C)C)C=CC=C1)C (R)-N-[(3R)-1'-[1-(2,3-dichlorophenyl)-2,5-dimethyl-6-oxo-1,6-dihydropyrimidin-4-yl]-3H-spiro[1-benzofuran-2,4'-piperidin]-3-yl]-2-methylpropan-2-sulfinamide